4-(3,8-diazabicyclo[3.2.1]-octan-3-yl)-6-fluoro-7-(2-fluoro-6-hydroxyphenyl)-1-(2-isopropyl-4-methylpyridin-3-yl)pyrido[2,3-d]pyrimidin-2(1H)-one C12CN(CC(CC1)N2)C=2C1=C(N(C(N2)=O)C=2C(=NC=CC2C)C(C)C)N=C(C(=C1)F)C1=C(C=CC=C1O)F